1-[(1r,4r)-4-(3-methyl-1,2,4-oxadiazol-5-yl)cyclohexyl]methanamine, hydrochloride salt Cl.CC1=NOC(=N1)C1CCC(CC1)CN